8-((3S,5R)-3,5-dimethylpiperazin-1-yl)-11-(4-fluorophenyl)-3-(((S)-3-fluoropyrrolidin-1-yl)methyl)-10-(trifluoromethyl)-3,4-dihydro-[1,4]thiazepino[2,3,4-ij]quinazolin-6(2H)-one C[C@H]1CN(C[C@H](N1)C)C1=NC(N2C3=C(C(=C(C=C13)C(F)(F)F)C1=CC=C(C=C1)F)SCC(C2)CN2C[C@H](CC2)F)=O